C(C)(C)(C)OC(=O)N1[C@@H]2[C@H](CC[C@H]1CC2)C(=O)O |o1:8,9,12| (1S*,2S*,5S*)-8-(tert-butoxycarbonyl)-8-azabicyclo[3.2.1]octane-2-carboxylic acid